8-[(2s,5r)-4-[(4-fluorophenyl)(1,3-thiazol-4-yl)methyl]-2,5-dimethylpiperazin-1-yl]-5-methyl-6-oxo-5,6-dihydro-1,5-naphthyridine-2-carbonitrile FC1=CC=C(C=C1)C(N1C[C@@H](N(C[C@H]1C)C1=CC(N(C=2C=CC(=NC12)C#N)C)=O)C)C=1N=CSC1